C(=CCCCCCCCCC)[O-] undecenolate